3-bromo-9-(4-((2,2-difluoromorpholin-4-yl)carbonyl)phenyl)-2-(trifluoromethyl)-4H-pyrido[1,2-a]pyrimidin-4-one BrC1=C(N=C2N(C1=O)C=CC=C2C2=CC=C(C=C2)C(=O)N2CC(OCC2)(F)F)C(F)(F)F